1-{9-[Methyl-(7H-pyrrolo[2,3-d]pyrimidin-4-yl)-amino]-3-aza-spiro[5.5]undec-3-yl}-propan-1-one CN(C1CCC2(CCN(CC2)C(CC)=O)CC1)C=1C2=C(N=CN1)NC=C2